2-(4-(4-amino-1-isopropyl-1H-pyrazolo[3,4-d]pyrimidin-3-yl)-2-fluorophenyl)-N-(3-(2-(dimethylamino)ethoxy)-5-(trifluoromethyl)phenyl)acetamide NC1=C2C(=NC=N1)N(N=C2C2=CC(=C(C=C2)CC(=O)NC2=CC(=CC(=C2)C(F)(F)F)OCCN(C)C)F)C(C)C